(6-(3-(cyclopropylmethoxy)-4-(difluoromethoxy)phenyl)pyrazin-2-yl)methyl-amine C1(CC1)COC=1C=C(C=CC1OC(F)F)C1=CN=CC(=N1)CN